3-(5-(6-benzyl-pyridazin-3-yl)-1-oxoisoindolin-2-yl)piperidine-2,6-dione C(C1=CC=CC=C1)C1=CC=C(N=N1)C=1C=C2CN(C(C2=CC1)=O)C1C(NC(CC1)=O)=O